C(C)OC1=CC=C(C2=CC=CC=C12)C1=NC(=NC(=N1)C(Cl)(Cl)Cl)C(Cl)(Cl)Cl 2-(4-ethoxy-naphth-1-yl)-4,6-bis-trichloromethyl-s-triazine